(2S,4R)-4-hydroxy-N-(4-(4-methylthiazol-5-yl)benzyl)pyrrolidine-2-carboxamide hydrochloride Cl.O[C@@H]1C[C@H](NC1)C(=O)NCC1=CC=C(C=C1)C1=C(N=CS1)C